FC1=C(C=C2C(=C(N(C2=C1)C1=CC(=C(C=C1)F)C)C(C)C)CCC(=O)O)O 3-(6-fluoro-1-(4-fluoro-3-methylphenyl)-5-hydroxy-2-isopropyl-1H-indol-3-yl)propionic acid